2'-bromo-4-(3-chloroanilino)-6'-methoxy-5'-methylspiro[cyclohexane-1,1'-indene]-4-carboxylic acid BrC=1C2(C3=CC(=C(C=C3C1)C)OC)CCC(CC2)(C(=O)O)NC2=CC(=CC=C2)Cl